N-(4-methylpent-2-yl)-4-nitro-N-phenylaniline CC(CC(C)N(C1=CC=C(C=C1)[N+](=O)[O-])C1=CC=CC=C1)C